BrC1=C2C=NN(C2=CC(=C1Cl)C)S(=O)(=O)C1=CC=C(C)C=C1 4-bromo-5-chloro-6-methyl-1-tosyl-1H-indazole